8-methyl-2,3,4,5-tetrahydro-1H-pyrido[4,3-b]indole CC1=CC=2C3=C(NC2C=C1)CCNC3